IC1=NN2C(C=CC(=C2)C=2N=CN(C2)CCOC)=C1 iodo-6-(1-(2-methoxyethyl)-1H-imidazol-4-yl)pyrazolo[1,5-a]pyridine